CC1CN(C1)C(=O)NC(C(=O)O)CCN(CCCCC1=NC=2NCCCC2C=C1)CCOC1=CC=CC=C1 2-[(3-methylazetidine-1-carbonyl)amino]-4-[2-phenoxyethyl-[4-(5,6,7,8-tetrahydro-1,8-naphthyridin-2-yl)butyl]amino]butanoic acid